N-[2-(methylcarbamoyl)phenyl]-2,5-dioxabicyclo[4.1.0]heptane-7-carboxamide CNC(=O)C1=C(C=CC=C1)NC(=O)C1C2OCCOC12